FC=1C=CC=C2C(NN=C(C12)C1=CC2=C(NC(=N2)NC(OC2CCC2)=O)C=C1)=O Cyclobutyl (5-(8-fluoro-4-oxo-3,4-dihydrophthalazin-1-yl)-1H-benzimidazol-2-yl)carbamate